NCC1=CC=C(C=C1)N1N=C(C=C1C(=O)OCC)C ethyl 1-(4-(aminomethyl) phenyl)-3-methyl-1H-pyrazole-5-carboxylate